N[C@H](C(=O)NC1=NC=C(N=C1)C=1C(=NOC1C)C)C1CCCCCC1 (S)-2-amino-2-cycloheptyl-N-(5-(3,5-dimethylisoxazol-4-yl)pyrazin-2-yl)acetamide